4-Morpholinylacetic acid N1(CCOCC1)CC(=O)O